C1(=CC=C(C=C1)N)C1=C(C(=C(C(=C1[2H])[2H])[2H])[2H])[2H] [1,1'-biphenyl]-2',3',4',5',6'-d5-4-amine